C(#N)C=1C=NC2=CC(=C(C=C2C1N1CCC2(CCN(C2)S(=O)(=O)N)CC1)OC)OC 8-(3-cyano-6,7-dimethoxyquinolin-4-yl)-2,8-diazaspiro[4.5]decane-2-sulfonamide